N-(3-bromophenyl)-N-(4-(9-phenyl-9H-carbazol-3-yl)phenyl)-[1,1'-biphenyl]-4-amine BrC=1C=C(C=CC1)N(C1=CC=C(C=C1)C1=CC=CC=C1)C1=CC=C(C=C1)C=1C=CC=2N(C3=CC=CC=C3C2C1)C1=CC=CC=C1